C1(=CC=CC2=CC=CC=C12)C1=CC=C(C=C1)C=1C(=CC=CC1)C1=CC(=CC=C1)C1=C(C=CC(=C1)N)C1=CC=CC=C1 {4''-(naphthalene-1-yl)-1,1':2',1''-terphenyl-3-yl}-biphenyl-4-amine